[(4-Fluorophenyl)methyl]-1,6-dihydro-5-hydroxy-1-methyl-2-[1-methyl-1-[[(5-methyl-1,3,4-oxadiazol-2-yl)carbonyl]amino]ethyl]-6-oxo-4-pyrimidinecarboxamide FC1=CC=C(C=C1)CNC(=O)C=1N=C(N(C(C1O)=O)C)C(C)(NC(=O)C=1OC(=NN1)C)C